butyl 6-formyl-1H-indole-1-carboxylate C(=O)C1=CC=C2C=CN(C2=C1)C(=O)OCCCC